ClC1=C(C=C(C=C1)S(=O)(=O)NC=1C(=NC=C(C1)C)OC=1N=CC(=NC1)NC(C(=C)F)=O)C(F)(F)F N-(5-((3-((4-chloro-3-(trifluoromethyl)phenyl)sulfonamido)-5-methylpyridin-2-yl)oxy)pyrazin-2-yl)-2-fluoroacrylamide